CC1=NN(C(=C1)C)C1=CC=C(C=C1)C1=CN=C(N1)[C@H](CCCCCC(CC)=O)NC(=O)[C@H]1CC12CCN(CC2)C (S)-N-((S)-1-(5-(4-(3,5-dimethyl-1H-pyrazol-1-yl)phenyl)-1H-imidazol-2-yl)-7-oxononyl)-6-methyl-6-azaspiro[2.5]octane-1-carboxamide